Cl.FC1=CC(=NC=C1)CN1CCN(CC1)C1=CC=C(C=C1)C=1C=2N(C=C(N1)C=1C=NN(C1)C1CCNCC1)N=CC2C#N 4-[4-[4-[(4-fluoro-2-pyridyl)methyl]piperazin-1-yl]phenyl]-6-[1-(4-piperidyl)pyrazol-4-yl]pyrazolo[1,5-a]pyrazine-3-carbonitrile hydrochloride salt